3-(5-(((S)-1-((2-(4-Methyltetrahydro-2H-pyran-4-yl)quinolin-6-yl)methyl)pyrrolidin-3-yl)oxy)-1-oxoisoindolin-2-yl)piperidine-2,6-dione CC1(CCOCC1)C1=NC2=CC=C(C=C2C=C1)CN1C[C@H](CC1)OC=1C=C2CN(C(C2=CC1)=O)C1C(NC(CC1)=O)=O